1,4-bis((1H-imidazol-1-yl)methyl)benzene N1(C=NC=C1)CC1=CC=C(C=C1)CN1C=NC=C1